4-tert-butyl-2-(N,N-dipropylamino)thiazole C(C)(C)(C)C=1N=C(SC1)N(CCC)CCC